1-(4-azidophenyl)-5-(p-fluorophenyl)-3-(trifluoromethyl)-1H-pyrazole-4-carbonitrile N(=[N+]=[N-])C1=CC=C(C=C1)N1N=C(C(=C1C1=CC=C(C=C1)F)C#N)C(F)(F)F